[Br].CN.[Sn] tin methylamine bromine